C1N(CCC2=CC=CC=C12)[C@@H]1[C@H](CN(CC1)C(=O)C1=CC(=NC=C1F)NC1CCN(CC1)C(C)=O)O 1-{4-[(4-{[(3S,4S)-4-(3,4-dihydroisoquinolin-2(1H)-yl)-3-hydroxypiperidin-1-yl]carbonyl}-5-fluoropyridin-2-yl)amino]piperidin-1-yl}ethanone